methyl 2-[tert-butoxycarbonyl-[5-(trifluoromethyl)-3-pyridyl]amino]acetate C(C)(C)(C)OC(=O)N(CC(=O)OC)C=1C=NC=C(C1)C(F)(F)F